CN1C(=[N+](C=C1)CCCCCCCCCCCCCCCC)C 1,2-dimethyl-3-hexadecylimidazolium